3-(5-((((3S,4S)-8-(6-amino-5-((2-amino-3-chloropyridin-4-yl)thio)pyrazin-2-yl)-3-Methyl-2-oxa-8-azaspiro[4.5]decane-4-yl)amino)methyl)-1-oxoisoindoline-2-yl)piperidine NC1=C(N=CC(=N1)N1CCC2([C@@H]([C@@H](OC2)C)NCC=2C=C3CN(C(C3=CC2)=O)C2CNCCC2)CC1)SC1=C(C(=NC=C1)N)Cl